F[C@@H](C(=O)NC1=CC=C(C=C1)NCC1=CC=C(C=C1)O)[C@@H](CCCC)F (2S,3R)-2,3-Difluoro-N-(4-((4-hydroxybenzyl)amino)phenyl)heptanamid